BrC1=CC(=C(C=2CCOC21)CCN)OC 2-(7-Bromo-5-methoxy-2,3-dihydro-1-benzofuran-4-yl)ethan-1-amine